C(C)(C)(C)OC(=O)N1CC(S(CC1)(=O)=O)C1=CC(=NC=2N1N=C(C2)[C@@H]2CC[C@H](CC2)C(F)(F)F)C 2-{5-methyl-2-[trans-4-(trifluoromethyl)cyclohexyl]Pyrazolo[1,5-a]Pyrimidin-7-yl}-1,1-dioxo-1lambda6-thiomorpholine-4-carboxylic acid tert-butyl ester